CC=1OC2=C(N1)C=C(C=C2)C2=CC=NC=N2 6-(2-methyl-benzooxazol-5-yl)-pyrimidin